(S)-6-chloro-3-((1-(2-(3,3-difluoropyrrolidin-1-yl)-3-ethyl-6-methyl-4-oxo-3,4-dihydroquinazolin-8-yl)ethyl)amino)picolinic acid ClC1=CC=C(C(=N1)C(=O)O)N[C@@H](C)C=1C=C(C=C2C(N(C(=NC12)N1CC(CC1)(F)F)CC)=O)C